FC1=C(CN2[C@@H](CCC2=O)CC(=O)N[C@@H]([C@H](OC)C)C(=O)OCC=C)C=CC=C1F Allyl N-(2-((S)-1-(2,3-difluorobenzyl)-5-oxopyrrolidin-2-yl)acetyl)-O-methyl-L-threoninate